CC1=COCC2=C1C=C1C(=C2)C(C(C1(C)C)C)(C)C 4,6,6,7,8,8-hexamethyl-cyclopenta[g]-2-benzopyrane